6-bromo-1,4-dimethyl-1,4-dihydrochromeno[4,3-c]pyrazole BrC1=CC=CC2=C1OC(C1=C2N(N=C1)C)C